N-(2-fluorophenyl)-6-(1H-imidazol-1-yl)pyridineamide FC1=C(C=CC=C1)NC(=O)C1=NC(=CC=C1)N1C=NC=C1